C1(CC12CCNCC2)C(=O)N 6-azaspiro[2.5]octan-1-carboxamid